4-bromo-N-(4-bromophenyl)-2-fluoroaniline BrC1=CC(=C(NC2=CC=C(C=C2)Br)C=C1)F